(±)-Phenyl[4-(4,4,5,5-tetramethyl-1,3,2-dioxaborolan-2-yl)-1H-pyrazol-1-yl]acetamide C1(=CC=CC=C1)[C@H](C(=O)N)N1N=CC(=C1)B1OC(C(O1)(C)C)(C)C |r|